2-hexyloctyl (S)-2-((tert-butoxycarbonyl)amino)-3-(3,5-difluorophenyl)propanoate C(C)(C)(C)OC(=O)N[C@H](C(=O)OCC(CCCCCC)CCCCCC)CC1=CC(=CC(=C1)F)F